ethyl 6-chloro-4-methoxypyrazolo[1,5-a]pyrazine-3-carboxylate ClC=1N=C(C=2N(C1)N=CC2C(=O)OCC)OC